C(C1=CC=CC=C1)OC=1C=C2C=CC(=CC2=C(C1N1S(NC(C1)=O)(=O)=O)F)OC1CN(C1)C(CN1CCC(CC1)C=1C=2C3=C(C(N(C3=CC1)C1C(NC(CC1)=O)=O)=O)C=CC2)=O 3-[6-[1-[2-[3-[[6-benzyloxy-8-fluoro-7-(1,1,4-trioxo-1,2,5-thiadiazolidin-2-yl)-2-naphthyl]oxy]azetidin-1-yl]-2-oxo-ethyl]-4-piperidyl]-2-oxo-benzo[cd]indol-1-yl]piperidine-2,6-dione